C[C@@H](CC)NC(O[C@H]1C[C@H](CC1)C1=CC(=NN1)NC(CC1=CC(=NC=C1S(=O)(=O)C)OC)=O)=O (1R,3S)-3-[3-({[2-methoxy-5-(methylsulfonyl) pyridin-4-yl]acetyl}amino)-1H-pyrazol-5-yl]cyclopentyl (2S)-butan-2-ylcarbamate